N-((1R,2R,4S)-7-cyano-7-azabicyclo[2.2.1]heptan-2-yl)-4-(2,5-dichlorophenyl)-5-methyl-2-pyridinecarboxamide C(#N)N1[C@H]2[C@@H](C[C@@H]1CC2)NC(=O)C2=NC=C(C(=C2)C2=C(C=CC(=C2)Cl)Cl)C